5-((5-Methyl-3-nitropyridin-2-yl)oxy)pyridin-2-amine CC=1C=C(C(=NC1)OC=1C=CC(=NC1)N)[N+](=O)[O-]